hydroxy-6-hydroxypiperidine ON1CCCCC1O